BrC1=NC(=CC(=C1)[C@@H]1N(CCN([C@H]1C)C(=O)OC(C)(C)C)C(=O)OC(C)(C)C)Cl trans-di-tert-butyl 2-(2-bromo-6-chloropyridin-4-yl)-3-methylpiperazine-1,4-dicarboxylate